CN([C@@H]1[C@H](C[C@@H](CC1)NC1=NC=C2C(=N1)N(C(N(C2)C2=CC(=C(C=C2)NS(=O)(=O)CC2=CC=C(C=C2)F)F)=O)C(C)C)F)C N-(4-(7-(((1R,3S,4S)-4-(dimethylamino)-3-fluorocyclohexyl)amino)-1-isopropyl-2-oxo-1,4-dihydropyrimido[4,5-d]pyrimidin-3(2H)-yl)-2-fluorophenyl)-1-(4-fluorophenyl)methanesulfonamide